5-[5-ethyl-3-methyl-1-(2-trimethylsilylethoxymethyl)pyrazol-4-yl]-6-fluoro-pyridin-2-amine C(C)C1=C(C(=NN1COCC[Si](C)(C)C)C)C=1C=CC(=NC1F)N